5-[4-[4-(dimethoxymethyl)-1-piperidyl]phenyl]-6-(2-pyridyl)-8,9-dihydro-7H-benzo[7]annulene-2-carboxylic acid COC(C1CCN(CC1)C1=CC=C(C=C1)C1=C(CCCC2=C1C=CC(=C2)C(=O)O)C2=NC=CC=C2)OC